4-((3-hydroxy-2,2-dimethylpropyl)amino)quinoline-3-carbonitrile OCC(CNC1=C(C=NC2=CC=CC=C12)C#N)(C)C